O[C@H](COC=1C=C(C=CC1)S(=O)(=O)NCCC(C)C)CNC1COC2(C1)CCN(CC2)S(=O)(=O)C2=CC1=CC=CC=C1C=C2 3-((2S)-2-hydroxy-3-(8-(naphthalen-2-ylsulfonyl)-1-oxa-8-azaspiro[4.5]dec-3-ylamino)propoxy)-N-isopentyl-benzenesulfonamide